1-((S)-3-((4-((2,3-difluoro-4-(((R)-tetrahydrofuran-2-yl)methoxy)phenyl)amino)pyrido[3,2-d]pyrimidin-6-yl)oxy)pyrrolidin-1-yl)prop-2-en-1-one FC1=C(C=CC(=C1F)OC[C@@H]1OCCC1)NC=1C2=C(N=CN1)C=CC(=N2)O[C@@H]2CN(CC2)C(C=C)=O